FC(CC[C@@H](C(C(=O)NC)O)NC(=O)[C@H]1N(CC[C@H](C1)C(F)(F)F)C([C@H](C(C)(C)C)NC(OC)=O)=O)(C)F Methyl ((2S)-1-((2S,4R)-2-(((3S)-6,6-difluoro-2-hydroxy-1-(methylamino)-1-oxoheptan-3-yl)carbamoyl)-4-(trifluoromethyl)piperidin-1-yl)-3,3-dimethyl-1-oxobutan-2-Yl)carbamate